C1(=C(C=CC=C1)C[C@H]1C[C@@H](N(C1)C(=O)OC(C)(C)C)C(=O)O)C1=CC=CC=C1 (2R,4S)-4-([1,1'-biphenyl]-2-ylmethyl)-1-(tert-butoxycarbonyl)pyrrolidine-2-carboxylic acid